methyl 4-((4-bromo-6-fluoro-1H-indol-5-yl)thio)pyridine-2-carbimidothioate BrC1=C2C=CNC2=CC(=C1SC1=CC(=NC=C1)C(=N)SC)F